FC1=CC=C(OC2=CC=C(C=C2)C2=CC(=CC(=N2)C(=O)N)CN2CCNCC2)C=C1 6-(4-(4-fluorophenoxy)phenyl)-4-(piperazin-1-ylmethyl)picolinamide